C(C)N1N=C(C=C1)C=1C=C(C=C(C1)C=1C=NN(C1)C)[C@@H](C)NC(C1=C(C=CC(=C1)OC[C@H]1N(C[C@@H](C1)OC)C)C)=O N-((R)-1-(3-(1-ethyl-1H-pyrazol-3-yl)-5-(1-methyl-1H-pyrazol-4-yl)phenyl)ethyl)-5-(((2S,4R)-4-methoxy-1-methylpyrrolidin-2-yl)methoxy)-2-methylbenzamide